4-[6-(4,6-difluoro-2-pyridinyl)-5-methyl-7,8-dihydro-5H-pyrido[4,3-d]pyrimidin-2-yl]thiazole FC1=CC(=NC(=C1)F)N1C(C2=C(N=C(N=C2)C=2N=CSC2)CC1)C